2-(6-bromo-1,3-dioxospiro[isoquinoline-4,3'-oxetane]-2-yl)-N-(5-fluoropyrimidin-2-yl)acetamide BrC=1C=C2C(=CC1)C(N(C(C21COC1)=O)CC(=O)NC1=NC=C(C=N1)F)=O